C(C)(C)(C)OC(CC[C@@H](C(=O)N)N1C(C2=CC=C(C=C2C1)C1=NC(=C(C=C1OC)C#N)N)=O)=O (S)-5-amino-4-(5-(6-amino-5-cyano-3-methoxypyridin-2-yl)-1-oxoisoindolin-2-yl)-5-oxopentanoic acid tert-butyl ester